5-methylhexanone CC(CCC(C)=O)C